(4,5-difluoro-2-methoxy-phenyl)methan-amine FC1=CC(=C(C=C1F)CN)OC